N-bromoproline BrN1[C@@H](CCC1)C(=O)O